C(#C)C1=C2C(=CN=CC2=CC=C1F)C1=C(C=2N=C(N=C(C2C=N1)N1C[C@H]2CC[C@@H](C1)O2)OC[C@]21CCCN1C[C@@H](C2)F)F (1R,5S)-3-(7-(5-ethynyl-6-fluoroisoquinolin-4-yl)-8-fluoro-2-(((2R,7aS)-2-fluorotetrahydro-1H-pyrrolizin-7a(5H)-yl)methoxy)pyrido[4,3-d]pyrimidin-4-yl)-8-oxa-3-azabicyclo[3.2.1]octane